C(#N)C=1C=C(C=CC1)C=1N=C(SC1C1=CC(=NC(=C1)C)C)NC(=O)N1CCC(CC1)C1=NC=NO1 N-[4-(3-Cyanophenyl)-5-(2,6-dimethyl-4-pyridyl)thiazol-2-yl]-4-(1,2,4-oxadiazol-5-yl)piperidin-1-carboxamid